C(C)(=O)OC=1C(=NC=CC1OC)C(=O)N[C@H](C(=O)[O-])C (2S)-2-[(3-acetoxy-4-methoxy-pyridine-2-carbonyl)amino]propanoate